NC1=C(C=CC=C1)C1=NC(=NC=C1)NC=1C=C(C(=O)O)C=CC1 3-((4-(2-aminophenyl)pyrimidin-2-yl)amino)benzoic acid